C[C@](N)(CC1=CC=CC=C1)C(=O)O D-α-methylphenylalanine